2-(2-Methoxypyridin-3-yl)-N-(2-methyl-5-((2-(pyrrolidin-1-yl)ethyl)carbamoyl)pyridin-3-yl)pyrazolo[5,1-b]thiazole-7-carboxamide COC1=NC=CC=C1C1=CN2C(S1)=C(C=N2)C(=O)NC=2C(=NC=C(C2)C(NCCN2CCCC2)=O)C